C(C)N1N=C(C=C1)C=1C=C(C=C(C1)C=1C=NN(C1)C)[C@@H](C)NC(C1=C(C=CC(=C1)N1CCN(CC1)C([2H])([2H])[2H])C)=O (R)-N-(1-(3-(1-ethyl-1H-pyrazol-3-yl)-5-(1-methyl-1H-pyrazol-4-yl)phenyl)ethyl)-2-methyl-5-(4-(methyl-d3)piperazin-1-yl)benzamide